p-(2-methoxy)ethyl-phenol COCCC1=CC=C(C=C1)O